F[P-](F)(F)(F)(F)F.C(C)(C)(C)C1=C(C=CC=C1)[I+]C1=CC=CC=C1 tert-butyldiphenyliodonium hexafluorophosphate